1-[4-(diisopropylsilyl)phenyl]-1-[4-(N,N-dimethylamino)phenyl]ethene C(C)(C)[SiH](C1=CC=C(C=C1)C(=C)C1=CC=C(C=C1)N(C)C)C(C)C